C1(CCC1)CC1=CC=C2C(=N1)NC=C2C=2C=C1C(=NC2)N=C(N1C(C)C)C 6-(6-(cyclobutylmethyl)-1H-pyrrolo[2,3-b]pyridin-3-yl)-1-isopropyl-2-methyl-1H-imidazo[4,5-b]pyridine